1,4-dimethyl-3-nitro-pyrazole CN1N=C(C(=C1)C)[N+](=O)[O-]